2-(2-(2-(difluoromethoxy)-7-methylquinoxalin-5-yl)thiazol-5-yl)-4-fluorophenol FC(OC1=NC2=CC(=CC(=C2N=C1)C=1SC(=CN1)C1=C(C=CC(=C1)F)O)C)F